4-[(5,6-Dimethoxy-benzothiazol-2-ylcarbamoyl)-(4-ethanesulfonyl-phenyl)-methoxy]-N,N-dimethyl-benzamide COC=1C(=CC2=C(N=C(S2)NC(=O)C(OC2=CC=C(C(=O)N(C)C)C=C2)C2=CC=C(C=C2)S(=O)(=O)CC)C1)OC